BrC1=CC=C(C=C1)C(C#C)NC(C(F)(F)F)=O N-[1-(4-bromophenyl)prop-2-ynyl]-2,2,2-trifluoro-acetamide